BrC=1C=C2N(N=CC(=C2NC2CCN(CC2)C(=O)C2CC2)C(=NC2=C(C=C(C=C2)O[Si](C)(C)C(C)(C)C)CC)N)C1 6-bromo-N'-[4-[tert-butyl(dimethyl)silyl]oxy-2-ethyl-phenyl]-4-[[1-(cyclopropanecarbonyl)-4-piperidyl]amino]pyrrolo[1,2-b]pyridazine-3-carboxamidine